ClC1=C(C=CC=C1)N1C(C2=C(C=3C=CC(=NC13)C(F)(F)F)N(C=N2)CCN(C)C)=O 5-(2-chlorophenyl)-1-(2-(dimethylamino)ethyl)-7-(trifluoromethyl)-1,5-dihydro-4H-imidazo[4,5-c][1,8]Naphthyridin-4-one